2,3-dianilino-1,4-difluoroanthraquinone N(C1=CC=CC=C1)C1=C(C=2C(C3=CC=CC=C3C(C2C(=C1NC1=CC=CC=C1)F)=O)=O)F